6,6-dimethyl-3-((7-(5-methyl-1-(((S)-morpholin-2-yl)methyl)-4-nitro-1H-pyrrol-2-yl)thieno[3,2-b]pyridin-2-yl)methyl)-3-azabicyclo[3.1.0]hexane-2,4-dione hydrochloride Cl.CC1(C2C(N(C(C12)=O)CC1=CC2=NC=CC(=C2S1)C=1N(C(=C(C1)[N+](=O)[O-])C)C[C@@H]1CNCCO1)=O)C